N-benzyl-glycine methyl ester COC(CNCC1=CC=CC=C1)=O